1H-benzo[d]imidazole-2-carboxylic acid ethyl ester C(C)OC(=O)C1=NC2=C(N1)C=CC=C2